(+)-(S)-1-(2,4-difluoro-5-(2-(methylsulfinyl)ethoxy)phenyl)piperazine FC1=C(C=C(C(=C1)F)OCC[S@@](=O)C)N1CCNCC1